urea-14C N[14C](N)=O